ClC1=CC(=C(C=N1)C#CC=1C(=NN(C1)C)C#N)N[C@@H](C)CCO (S)-4-((6-Chloro-4-((4-hydroxybutan-2-yl)amino)pyridin-3-yl)ethynyl)-1-methyl-1H-pyrazole-3-carbonitrile